COC1=CC=C(CO)C=C1 4-Methoxybenzyl alcohol